1-[2-(1-{[(3R,4R)-3-fluoro-1-(trans-4-methoxycyclohexyl)-4-(4-methoxyphenyl)pyrrolidin-3-yl]carbonyl}piperidin-4-yl)-5-(trifluoromethyl)phenyl]piperidine-4-carboxylic acid F[C@]1(CN(C[C@H]1C1=CC=C(C=C1)OC)[C@@H]1CC[C@H](CC1)OC)C(=O)N1CCC(CC1)C1=C(C=C(C=C1)C(F)(F)F)N1CCC(CC1)C(=O)O